((7-Aminoheptyl)amino)-N-(4,5-dimethylthiazol-2-yl)-4-methylbenzamide NCCCCCCCNC1=C(C(=O)NC=2SC(=C(N2)C)C)C=CC(=C1)C